4-Aminoethylcyclohexanecarboxylic acid NCCC1CCC(CC1)C(=O)O